(3aS,4R)-2,3,3a,4,5,6-Hexahydrobenzo[de]chromen-4-amine hydrochloride Cl.O1CC[C@H]2C=3C(=CC=CC13)CC[C@H]2N